tert-butyl N-[6-(2-aminopyridin-3-yl)pyrimidin-4-yl]carbamate NC1=NC=CC=C1C1=CC(=NC=N1)NC(OC(C)(C)C)=O